(S)-N-(5-(3-aminopiperidin-1-yl)-2-morpholinothiazolo[4,5-b]pyridin-6-yl)-2-(2-methylpyridin-4-yl)oxazole-4-carboxamide hydrochloride Cl.N[C@@H]1CN(CCC1)C1=C(C=C2C(=N1)N=C(S2)N2CCOCC2)NC(=O)C=2N=C(OC2)C2=CC(=NC=C2)C